1-benzyl-4-methyl-6-nitro-3,4-dihydroquinolin-2(1H)-one C(C1=CC=CC=C1)N1C(CC(C2=CC(=CC=C12)[N+](=O)[O-])C)=O